4-((3R,5S)-4-((4-amino-1,3-dihydrofuro[3,4-c][1,7]naphthyridin-8-yl)carbonyl)-5-methyl-3-morpholinyl)benzonitrile NC1=NC=2C=NC(=CC2C2=C1COC2)C(=O)N2[C@@H](COC[C@@H]2C)C2=CC=C(C#N)C=C2